7-(4-bromo-3-chloro-benzoyl)-2-(4-methoxyphenyl)-3-oxo-N-[rac-(1R)-2-hydroxy-1-phenyl-ethyl]-6,8-dihydro-5H-imidazo[1,5-a]pyrazine-1-carboxamide BrC1=C(C=C(C(=O)N2CC=3N(CC2)C(N(C3C(=O)N[C@@H](CO)C3=CC=CC=C3)C3=CC=C(C=C3)OC)=O)C=C1)Cl |r|